4,6-dimethyloctadecylpropoxymethyl ether CC(CCCC(OCCC)OC(CCCC(CC(CCCCCCCCCCCC)C)C)OCCC)CC(CCCCCCCCCCCC)C